ClC=1N=C(C=2NC=3C=C(C=CC3C2N1)OC)N1CCN(CC1)CCP(OCC)(OCC)=O diethyl (2-(4-(2-chloro-7-methoxy-5H-pyrimido[5,4-b]indol-4-yl)piperazin-1-yl)ethyl)phosphonate